C(#N)C=1C=C(C=CC1OC(C)C)C1=CN(C2=NC=CC(=C21)OC2=C(C=C(C=C2F)NC(=O)NCC2(COC2)C(F)F)F)COCC[Si](C)(C)C 1-{4-[(3-[3-cyano-4-(propan-2-yloxy)phenyl]-1-{[2-(trimethylsilyl)ethoxy]methyl}-1H-pyrrolo[2,3-b]pyridin-4-yl)oxy]-3,5-difluorophenyl}-3-{[3-(difluoromethyl)oxetan-3-yl]methyl}urea